4,4'-dihydroxy-3,3'-dimethyldiphenylmethane CC1=C(C=CC(=C1)CC2=CC(=C(C=C2)O)C)O